C(C)(C)(C)OC([C@H](CCN(CCCCC1=NC=2NCCCC2C=C1)C[C@@H](COC)F)NC=1C=NC=CC1)=O (S)-4-(((S)-2-fluoro-3-methoxypropyl)(4-(5,6,7,8-tetrahydro-1,8-naphthyridin-2-yl)butyl)amino)-2-(pyridin-3-ylamino)butanoic acid tert-butyl ester